2-(4-chlorobenzyl)-6-(4-propoxyphenyl)pyridazin-3(2H)-one ClC1=CC=C(CN2N=C(C=CC2=O)C2=CC=C(C=C2)OCCC)C=C1